Cyclohexyl-di-tert-butylphosphine C1(CCCCC1)P(C(C)(C)C)C(C)(C)C